ClC1=C(C[C@@]2(NCCC2)C(=O)O)C=CC=C1 alpha-(2-chlorobenzyl)-proline